BrC=1C(=C(OC2CCC(CC2)C(CC(=O)OCC)C)C=CC1)C ethyl 3-((1r,4r)-4-(3-bromo-2-methylphenoxy)cyclohexyl)butanoate